N1=NC=CC2=CC(=CC=C12)C1=CNC=2N=C(N=CC21)NC2CC(C2)(C(=O)N(C)C)C (1s,3s)-3-((5-(cinnolin-6-yl)-7H-pyrrolo[2,3-d]pyrimidin-2-yl)amino)-N,N,1-trimethylcyclobutane-1-carboxamide